2,3-dihydro-1,3-dioxo-2-(bicyclo[4.2.0]oct-1,3,5-triene-3-yl)-1H-isoindole-5-carboxylic acid O=C1N(C(C2=CC(=CC=C12)C(=O)O)=O)C=1C=C2CCC2=CC1